C1(=CCCCC1)C1=CC2=C(N=CN(C2=O)C(CO)C)C(=N1)C=1C=NC=CC1 6-(cyclohex-1-en-1-yl)-3-(1-hydroxy-prop-2-yl)-8-(pyridin-3-yl)pyrido[3,4-d]pyrimidin-4(3H)-one